C(=O)OC(CCC)OC=O butanediol diformate